CCCCCCCCCCCCCCCCCCC(=O)OC[C@H](COP(=O)([O-])OCC[N+](C)(C)C)OC(=O)CCCCCCC/C=C\C/C=C\CCCC 1-nonadecanoyl-2-(9Z,12Z-heptadecadienoyl)-glycero-3-phosphocholine